Edetic acid tetrasodium salt [Na+].[Na+].[Na+].[Na+].C(N(CC(=O)[O-])CC(=O)[O-])CN(CC(=O)[O-])CC(=O)[O-]